(3-(3-fluorophenyl)-1-methyl-1H-indazol-6-yl)(4-(1-(2-(tetrahydro-2H-pyran-4-yl)ethyl)-1H-benzo[d]imidazol-2-yl)piperidin-1-yl)methanone FC=1C=C(C=CC1)C1=NN(C2=CC(=CC=C12)C(=O)N1CCC(CC1)C1=NC2=C(N1CCC1CCOCC1)C=CC=C2)C